1-(2-Chloroethyl)-3,7-dimethyl-3,7-dihydro-1H-purine-2,6-dione ClCCN1C(N(C=2N=CN(C2C1=O)C)C)=O